C(C=C)N1C(=NN=C1CSC1=C(C=CC=C1)[N+](=O)[O-])S 4-allyl-5-{[(2-nitrophenyl)thio]methyl}-4H-1,2,4-triazole-3-thiol